trans-methyl 2-bromo-1-methyl-cyclopropanecarboxylate Br[C@H]1[C@@](C1)(C(=O)OC)C